OC1=C(C=C(C=C1)/C=C/C(=O)C1=CC=C(C=C1)C)C (E)-3-(4-Hydroxy-3-methylphenyl)-1-(4-methylphenyl)prop-2-en-1-one